furothiazine C1=CNSC2=C1OC=C2